6-(2-chlorophenyl)-2-({3-fluoro-4-[4-(propan-2-yl)piperazin-1-yl]phenyl}amino)imidazo[1,2-a]pyrimido[5,4-e]pyrimidin-5(6H)-one ClC1=C(C=CC=C1)N1C=2N(C3=C(C1=O)C=NC(=N3)NC3=CC(=C(C=C3)N3CCN(CC3)C(C)C)F)C=CN2